3,11-dihydroxydodecanoic acid OC(CC(=O)O)CCCCCCCC(C)O